CC(=CCC/C(=C/CC/C(=C/CC/C(=C/CO)/C)/C)/C)C The molecule is a diterpenoid that is hexadeca-2,6,10,14-tetraene substituted by methyl groups at positions 3, 7, 11 and 15 and a hydroxy group at position 1. It has a role as a plant metabolite, a volatile oil component and an antileishmanial agent. It is a diterpenoid and a polyprenol.